CC=1C(NN=C(C1)C)=O 4,6-dimethylpyridazin-3(2H)-one